C(C)(C)(C)C1=C(C=C(C=C1)NC([C@@H](C1CCC(CC1)(F)F)NC(OC(C)(C)C)=O)=O)F tert-butyl ((1R)-2-((4-(tert-butyl)-3-fluorophenyl)amino)-1-(4,4-difluorocyclohexyl)-2-oxoethyl)carbamate